ClC1=CC(=C(C(=O)N2C[C@H](N(CC2)C=2C=CC(=NC2S(=O)(=O)CCN(C)C)C=2C(=NC=CC2)OCC)CC)C=C1)C(F)(F)F [2-({5-[(2R)-4-[4-chloro-2-(trifluoromethyl)benzoyl]-2-ethylpiperazin-1-yl]-2'-ethoxy-[2,3'-bipyridin]-6-yl}sulfonyl)ethyl]dimethylamine